CC1=CC=C(S1)N(C(=O)OCC1CCC(CC1)COCC(=O)O)C1=CC=CC=C1 2-(((1r,4r)-4-(((5-methylthiophen-2-yl)(phenyl)carbamoyloxy)methyl)cyclohexyl)methoxy)acetic acid